ClC1=C(C=CC2=C1C(=N[C@H](C=1N2C=C(N1)C)C)C1=NC(=CC=C1Cl)OC)C(F)(F)F (4S)-7-chloro-6-(3-chloro-6-methoxy-2-pyridinyl)-2,4-dimethyl-8-(trifluoromethyl)-4H-imidazo[1,2-a][1,4]benzodiazepine